FC(CCCO)(CCCCC1=NC=2NCCCC2C=C1)F 4,4-difluoro-8-(5,6,7,8-tetrahydro-1,8-naphthyridin-2-yl)octan-1-ol